2-(6,7-dimethoxy-1-oxo-4-(piperidine-1-carbonyl)isoquinolin-2(1H)-yl)benzonitrile COC=1C=C2C(=CN(C(C2=CC1OC)=O)C1=C(C#N)C=CC=C1)C(=O)N1CCCCC1